CC1=NNC(O1)=O 2,3-dihydro-5-methyl-2-oxo-1,3,4-oxadiazol